1-{1-[4-chloro-4'-(4-ethylpiperazin-1-yl)[1,1'-biphenyl]-2-yl]piperidin-3-yl}-5-(trifluoromethyl)-1H-pyrazole-4-carboxylic acid ethyl ester C(C)OC(=O)C=1C=NN(C1C(F)(F)F)C1CN(CCC1)C1=C(C=CC(=C1)Cl)C1=CC=C(C=C1)N1CCN(CC1)CC